FC1=C(C=C(C=C1)C1=C(C(=NC2=CC(=CC=C12)O)C1C2(CC1C2)C(=O)O)C(C)C)C [4-(4-fluoro-3-methyl-phenyl)-7-hydroxy-3-isopropyl-2-quinolinyl]bicyclo-[1.1.1]pentane-1-carboxylic acid